OC=1C=C(C=CC1OC)CC=O 3-Hydroxy-4-methoxyphenylacetaldehyd